O=C1N(C(CC1)=O)CCCN(CCCCCCCC(=O)[O-])CCCCCCCC(=O)OCCCCCCCCC 8-((3-(2,5-dioxopyrrolidin-1-yl)propyl)(8-(nonyloxy)-8-oxooctyl)amino)octanoate